2-oxa-7-aza-spiro[3.5]nonane oxalate C(C(=O)O)(=O)O.C1OCC12CCNCC2